1-(4-{5-[5-Fluoro-6-(2-methoxyethoxy)-1H-indazol-3-yl]-1,2-oxazol-3-yl}benzoyl)-N,N-dimethylazetidin-3-amin FC=1C=C2C(=NNC2=CC1OCCOC)C1=CC(=NO1)C1=CC=C(C(=O)N2CC(C2)N(C)C)C=C1